3-azido-5-nitro-1-(4-methylbenzenesulfonyl)indoline N(=[N+]=[N-])C1CN(C2=CC=C(C=C12)[N+](=O)[O-])S(=O)(=O)C1=CC=C(C=C1)C